C(C)(C)(C)OC(=O)NCCC[C@@H](C(=O)OC)NS(=O)(=O)C1=C(C=CC=C1)[N+](=O)[O-] methyl (2S)-5-[(tert-butoxycarbonyl)amino]-2-(2-nitrobenzenesulfonamido)pentanoate